7-fluoro-3-(3-(6-fluoro-3',6'-dihydro-[3,4'-bipyridine]-1'(2'H)-yl)propyl)-5-methylisoquinolin-1(2H)-one FC1=CC(=C2C=C(NC(C2=C1)=O)CCCN1CCC(=CC1)C=1C=NC(=CC1)F)C